formic acid-17O C(=[17O])O